tert-butyl (2-oxo-1-(tetrahydro-2H-pyran-4-yl)-1,2-dihydropyridin-4-yl)carbamate O=C1N(C=CC(=C1)NC(OC(C)(C)C)=O)C1CCOCC1